4-Bromo-7,9-dichloro-5-fluoro-1H-pyrazolo[3,4-f]quinazoline BrC1=C2C(=C3C(=NC(=NC3=C1F)Cl)Cl)NN=C2